(2R)-2,3-Dihydro-1,4-benzodioxin-2-ylmethanaminium O1[C@@H](COC2=C1C=CC=C2)C[NH3+]